NC1=NC2=CC=C(C=C2C=C1C)C(=O)N(CC1=NC=C(C=C1)C(F)(F)F)C1COC2=C1C=CC=C2 2-amino-N-(2,3-dihydrobenzofuran-3-yl)-3-methyl-N-((5-(trifluoromethyl)pyridin-2-yl)methyl)quinoline-6-carboxamide